2-(2-(ethylsulfonyl)-5-(4-(1,1,2,2-tetrafluoroethoxy)phenyl)pyrazolo[1,5-a]pyrimidin-3-yl)-3-methyl-6-(trifluoromethyl)-3H-imidazo[4,5-c]pyridine C(C)S(=O)(=O)C1=NN2C(N=C(C=C2)C2=CC=C(C=C2)OC(C(F)F)(F)F)=C1C1=NC2=C(C=NC(=C2)C(F)(F)F)N1C